C(C(C)C)OC1N=C(OC1)C1=CC=CC=C1 4-isobutoxy-2-phenyl-4,5-dihydro-oxazole